C(C)(C)(C)OC(=O)N1C[C@@H](NC[C@H]1C)C (2S,5R)-4-(tert-butoxycarbonyl)-2,5-dimethylpiperazin